3-hydroxybutanal OC(CC=O)C